7-chloro-6-fluoroindole-1-carboxylate ClC=1C(=CC=C2C=CN(C12)C(=O)[O-])F